[Si](C)(C)(C(C)(C)C)OCCOC1=C(C=CC(=C1)F)C(C(=O)O)NC1=CC(=CC(=C1)S(=O)(=O)C)OC 2-(2-(2-((tert-butyldimethylsilyl)oxy)ethoxy)-4-fluorophenyl)-2-((3-methoxy-5-(methylsulfonyl)phenyl)amino)acetic acid